12,13-epoxy-9Z-octadecenoic acid CCCCCC1C(O1)C/C=C/CCCCCCCC(=O)O